2-chloro-5-[(5-methoxypyridin-2-yl)methoxy]-1,3-benzoxazole ClC=1OC2=C(N1)C=C(C=C2)OCC2=NC=C(C=C2)OC